C1(CCC1)CN1N=CC(=C1)C1=C(C(=O)O)C=C(C=C1)NC(=O)C1(CC1)C1=C(C=C(C=C1)C(F)(F)F)F 2-[1-(Cyclobutylmeth-yl)-1H-pyrazol-4-yl]-5-[({1-[2-fluoro-4-(trifluoromethyl)phenyl]cyclopropyl}carbonyl)amino]benzoic acid